NC1=NC=2C=CC=CC2C2=C1N=C(N2C[C@@H](C)O[P@](=O)(OC2=C(C=CC=C2)Cl)N[C@@H](C)C(=O)OC(C)C)COCC isopropyl ((S)-(((R)-1-(4-amino-2-(ethoxymethyl)-1H-imidazo[4,5-c]quinolin-1-yl) propan-2-yl) oxy) (2-chloro-phenoxy) phosphoryl)-L-alaninate